Yttrium tris(trifluoromethanesulfonate) FC(S(=O)(=O)[O-])(F)F.FC(S(=O)(=O)[O-])(F)F.FC(S(=O)(=O)[O-])(F)F.[Y+3]